C12CNCC(CC1)N2C=2SC=1CN(CCC1N2)C(=O)C2=CC=C(C=C2)C2CC2 (2-(3,8-diazabicyclo[3.2.1]octan-8-yl)-6,7-dihydrothiazolo[5,4-c]pyridin-5(4H)-yl)(4-cyclopropylphenyl)methanone